BrC=1C=CC2=C(C(=N[C@H](C=3N2C(=NN3)SCCN3CCN(CC3)C)CCC(=O)OC)C3=C(C=CC=C3)Cl)C1 methyl (S)-3-(8-bromo-6-(2-chlorophenyl)-1-((2-(4-methylpiperazin-1-yl)ethyl)thio)-4H-benzo[f][1,2,4]triazolo[4,3-a][1,4]diazepin-4-yl)propionate